ClC1=C(C=CC(=C1)Cl)C=1CCCC2=C(C1C1=C(C(=C(C=C1)CC1CN(C1)CCCF)F)F)C=CC(=C2)C(=O)OC methyl 8-(2,4-dichlorophenyl)-9-(2,3-difluoro-4-((1-(3-fluoropropyl)azetidin-3-yl)methyl)phenyl)-6,7-dihydro-5H-benzo[7]annulene-3-carboxylate